2-phenyl-4,5-dihydronaphtho[1,2-b]furan C1(=CC=CC=C1)C1=CC2=C(O1)C1=CC=CC=C1CC2